P(=O)([O-])([O-])[O-].[Na+].[Zr+4].[Na+].P(=O)([O-])([O-])[O-] sodium zirconium sodium phosphate